5-(1-(2,2-difluoropropyl)-1H-benzo[d][1,2,3]triazol-6-yl)-N-((3R,4S)-3-fluoro-1-methylpiperidin-4-yl)-4-methoxypyrrolo[2,1-f][1,2,4]triazin-2-amine FC(CN1N=NC2=C1C=C(C=C2)C=2C=CN1N=C(N=C(C12)OC)N[C@@H]1[C@@H](CN(CC1)C)F)(C)F